C(C)(C)(C)OC(=O)NCC1=CC=C(C=C1)NC(=O)C1=CC2=C(OCCC3=C2SC=C3)C=C1C1=C(C(=O)OC(C)(C)C)C=C(C=C1)CNCCC tertbutyl 2-(9-((4-(((tert-butoxycarbonyl)amino)methyl)phenyl)carbamoyl)-4,5-dihydrobenzo[b]thieno[2,3-d]oxepin-8-yl)-5-((propylamino)methyl)benzoate